N[C@H](C(=O)NC=1SC(=CN1)[C@@H](CN1CCOCC1)N1C(C=CC(=C1)Cl)=C=O)C1CCC(CC1)C (S)-2-amino-N-(5-((R)-1-(5-chloro-2-carbonylpyridin-1(2H)-yl)-2-morpholinoethyl)thiazol-2-yl)-2-((1r,4S)-4-methylcyclohexyl)acetamide